bis(2,4-dihydroxyphenyl)-4,4'-bipyridine dibromide [Br-].[Br-].OC1=C(C=CC(=C1)O)C=1C(=NC=CC1C1=CC=NC=C1)C1=C(C=C(C=C1)O)O